(3R,4R,5S)-4-acetamido-5-amino-3-(1-ethylpropoxy)-1-cyclohexen-1-carboxylic acid methyl ester phosphate P(=O)(O)(O)O.COC(=O)C1=C[C@H]([C@@H]([C@H](C1)N)NC(C)=O)OC(CC)CC